NC1=NN(C2=C(C=C(C(=C12)OC1=C(C=CC(=C1)F)Cl)NC(C1=CC(=CC(=C1)C(F)(F)F)F)=O)C1=C(C(=O)OC)C=CC=C1)C1OCCCC1 methyl 2-[3-amino-4-(2-chloro-5-fluorophenoxy)-5-[3-fluoro-5-(trifluoromethyl)benzamido]-1-(oxan-2-yl)indazol-7-yl]benzoate